N-(4-chlorobenzyl)-4-isopropoxy-2-nitroaniline ClC1=CC=C(CNC2=C(C=C(C=C2)OC(C)C)[N+](=O)[O-])C=C1